ClC1=C(C=C(C=C1)C1=NN(C(=N1)CC(=O)NCC1=CC(=CC(=C1)Cl)Cl)CC)F 2-[3-(4-chloro-3-fluorophenyl)-1-ethyl-1H-1,2,4-triazol-5-yl]-N-(3,5-dichlorobenzyl)acetamide